thionyl chloride, disodium salt [Na].[Na].S(=O)(Cl)Cl